C(CCCCCC)[C@@H]1C[C@@H]2CC[C@H](C[C@H]2CC1)C1CCC(CC1)C(C)O 1-((1R,4r)-4-((2R,4aS,6S,8aR)-6-heptyl-decahydronaphthalen-2-yl)cyclohexyl)ethan-1-ol